ClC=1C(=CC2=C(N(C(NC2=O)=O)C=2C(=NC=CC2C(C)C)C(C)C)N1)F 7-chloro-1-(2,4-diisopropylpyridin-3-yl)-6-fluoropyrido[2,3-d]Pyrimidine-2,4(1H,3H)-dione